N=1C(=CN2C1C=CC=C2)[NH-] imidazo[1,2-a]pyridin-2-ylamide